tert-butyl 4-[3-(3,4-dimethoxyphenyl)-1,2,4-thiadiazol-5-yl]-3,6-dihydro-2H-pyridine-1-carboxylate COC=1C=C(C=CC1OC)C1=NSC(=N1)C=1CCN(CC1)C(=O)OC(C)(C)C